The molecule is a polyprenol phosphate having ten prenyl units in the chain (the all-trans-isomer). It is a conjugate acid of a decaprenol phosphate(2-). CC(=CCC/C(=C/CC/C(=C/CC/C(=C/CC/C(=C/CC/C(=C/CC/C(=C/CC/C(=C/CC/C(=C/CC/C(=C/COP(=O)(O)O)/C)/C)/C)/C)/C)/C)/C)/C)/C)C